ClC1=C(C=CC(=C1NC=1C(=C2C(N(C=NC2=CC1)C)=O)C)F)NS(=O)(=O)CCC N-(2-chloro-3-((3,5-dimethyl-4-oxo-3,4-dihydroquinazolin-6-yl)amino)-4-fluorophenyl)propane-1-sulfonamide